2-((1H-indol-7-yl)methyl)-3-(4-(3,4-dichlorophenyl)-5-isopropylthiazol-2-ylamino)propionic acid N1C=CC2=CC=CC(=C12)CC(C(=O)O)CNC=1SC(=C(N1)C1=CC(=C(C=C1)Cl)Cl)C(C)C